(E)-3-(3,4-dihydroxyphenyl)-N-(4-((tetrahydro-2H-pyran-4-yl)methoxy)phenethyl)acrylamide OC=1C=C(C=CC1O)/C=C/C(=O)NCCC1=CC=C(C=C1)OCC1CCOCC1